C(C)(C)(C)C1=CC=C(OCC(=O)N(C(C)C)CC2=CC=3N(C=C2)N=CC3C(=O)N)C=C1 5-((2-(4-(tert-butyl)phenoxy)-N-isopropylacetamido)methyl)pyrazolo[1,5-a]pyridine-3-carboxamide